NC=1C=CC(=NC1F)C=1N=NN(C1NC(O[C@H](C)C=1C(=NC=CC1)Cl)=O)C (R)-1-(2-chloropyridin-3-yl)ethyl (4-(5-amino-6-fluoropyridin-2-yl)-1-methyl-1H-1,2,3-triazol-5-yl)carbamate